C1CCC2=C(C=3CCCC3C=C12)NC(=O)N=S(=O)(N)C=1C=NN2C1OCC(C2)CNC N'-((1,2,3,5,6,7-hexahydro-s-indacen-4-yl)carbamoyl)-6-((methylamino)methyl)-6,7-dihydro-5H-pyrazolo[5,1-b][1,3]oxazine-3-sulfonimidamide